C(C#C)N(C1=CC(=C(C=C1)NC(OC(C)(C)C)=O)NC(OC(C)(C)C)=O)CC1=CC(=CC=C1)C(F)(F)F di-tert-butyl (4-(prop-2-yn-1-yl(3-(trifluoromethyl)benzyl)amino)-1,2-phenylene)dicarbamate